CC1=C(C#N)C(=CC(=N1)N1N=CC(=N1)CN1C[C@H](NCC1)C=1C(=C2COC(C2=CC1)=O)C)C (R)-2,4-dimethyl-6-(4-((3-(4-methyl-1-oxo-1,3-dihydroisobenzofuran-5-yl)piperazin-1-yl)methyl)-2H-1,2,3-triazol-2-yl)nicotinonitrile